CC=1CC2=CC=CC(=C2C1)C 2,4-dimethylindene